1,3,5-tris(di(propen-2-yl)stibanyl)benzene C=C(C)[Sb](C1=CC(=CC(=C1)[Sb](C(=C)C)C(=C)C)[Sb](C(=C)C)C(=C)C)C(=C)C